(2S)-5-cyclohexyl-1-(3-methoxybenzoyl)pyrrolidine-2-carboxylic acid C1(CCCCC1)C1CC[C@H](N1C(C1=CC(=CC=C1)OC)=O)C(=O)O